CO[Si](CCCOC=1C=C(N)C=CC1)(OC)OC 3-(3-trimethoxysilylpropoxy)aniline